IC1=CC(=NC(=C1)N1CCOCC1)NCC1(COC1)O 3-([[4-iodo-6-(morpholin-4-yl)pyridin-2-yl]amino]methyl)oxetan-3-ol